C(OC1=CC=C(C=C1)[N+](=O)[O-])(OC1CC(C1)C1=NC=CC2=C1N=CS2)=O 4-nitrophenyl ((1s,3s)-3-(thiazolo[4,5-c]pyridin-4-yl)cyclobutyl) carbonate